Cl.C(C)(C)N1N=NC=2C=CC=3C=NC(=NC3C21)NC2=NC=C(C=C2)N2CCN(CC2)C(C)C 1-Isopropyl-N-(5-(4-isopropylpiperazin-1-yl)pyridin-2-yl)-1H-[1,2,3]triazolo[4,5-h]quinazolin-8-amine hydrochloride